C(C)(C)(C)OC(=O)N1[C@@H](CN([C@H](C1)C)C=1C2=C(N=CN1)N(C=C2C)C2=CC(=CC=C2)F)C (2R,5S)-4-(7-(3-fluorophenyl)-5-methyl-7H-pyrrolo[2,3-d]pyrimidin-4-yl)-2,5-dimethylpiperazine-1-carboxylic acid tert-butyl ester